C(C)N1N=C(C=C1CO)S(=O)(N)=NC(NC1=C2C(=NC(=C1C)C(F)(F)F)CCC2)=O 1-Ethyl-5-(hydroxymethyl)-N'-((3-methyl-2-(trifluoromethyl)-6,7-dihydro-5H-cyclopenta[b]pyridin-4-yl)carbamoyl)-1H-pyrazole-3-sulfonimidamide